(2R,3R,4R,5R)-4-[[3-(3-Chloro-4-fluoro-2-methoxy-phenyl)-5-methyl-5-(trifluoromethyl)tetrahydrofuran-2-carbonyl]amino]-N-methyl-pyridin-2-carboxamid ClC=1C(=C(C=CC1F)[C@@H]1[C@@H](O[C@](C1)(C(F)(F)F)C)C(=O)NC1=CC(=NC=C1)C(=O)NC)OC